tert-Butyl (1S,2S,5R)-2-(((7-chloro-8-fluoro-2-(methylthio)-4-oxo-3,4-dihydropyrido[4,3-d]pyrimidin-5-yl)oxy)methyl)-3,8-diazabicyclo[3.2.1]octane-8-carboxylate ClC1=C(C=2N=C(NC(C2C(=N1)OC[C@@H]1[C@@H]2CC[C@H](CN1)N2C(=O)OC(C)(C)C)=O)SC)F